5-[4-[(R)-amino(5-chloro-2-hydroxy-4-methylphenyl)methyl]piperidine-1-carbonyl]-3-methoxy-1H-pyridin-2-one N[C@H](C1CCN(CC1)C(=O)C=1C=C(C(NC1)=O)OC)C1=C(C=C(C(=C1)Cl)C)O